NC=1C=NN2C1N=C(C=C2)O 3-aminopyrazolo[1,5-a]pyrimidin-5-ol